(R)-ethyl 2-(2-((5-bromo-1'-ethyl-2,3-dihydrospiro[indene-1,4'-piperidin]-3-yl)oxy)phenyl)acetate BrC=1C=C2[C@@H](CC3(CCN(CC3)CC)C2=CC1)OC1=C(C=CC=C1)CC(=O)OCC